OC1=C(C=C(C=C1)N1C(C2=CC=C(C=C2CC1)C1=CC=C(C=C1)C(C)C)=O)NS(=O)(=O)C N-(2-hydroxy-5-(6-(4-isopropylphenyl)-1-oxo-3,4-dihydroisoquinolin-2(1H)-yl)phenyl)methanesulfonamide